Trans-2-carboxybenzalpyruvate C(=O)(O)C1=C(\C=C\C(C(=O)[O-])=O)C=CC=C1